bicyclohexanedimethanol C1(C(CCCC1)CO)(C1CCCCC1)CO